propan-2-ynoic acid C(C#C)(=O)O